methyl 2-(5-(2-fluorobenzyloxy)-N,2-dimethylpyrazolo[1,5-a]pyridine-3-carboxamido)-3-hydroxy-2-methylpropionate FC1=C(COC2=CC=3N(C=C2)N=C(C3C(=O)N(C)C(C(=O)OC)(CO)C)C)C=CC=C1